CN1C(C=CC2=CC=CC=C12)P(OC)(OC)=O Dimethyl (1-methyl-1,2-dihydroquinolin-2-yl)phosphonate